5-(6-((1-Cyclobutylethyl)amino)-4-(trifluoromethyl)pyridin-3-yl)-4-((S)-4,4-difluoro-2-methylPyrrolidine-1-carbonyl)-N-(2-hydroxy-2-methylpropyl)thiazole-2-carboxamide C1(CCC1)C(C)NC1=CC(=C(C=N1)C1=C(N=C(S1)C(=O)NCC(C)(C)O)C(=O)N1[C@H](CC(C1)(F)F)C)C(F)(F)F